C1(=CC=CC2=CC=CC=C12)S(=O)(=O)[Hg] naphthalene-sulfonyl-mercury